FC1(C2CN(CC12)S(=O)(=O)N[C@@H](C(C)C1=C(C(=CC=C1F)C)C)C=1OC(NN1)=O)F 6,6-difluoro-N-((1S)-2-(6-fluoro-2,3-dimethylphenyl)-1-(5-oxo-4,5-dihydro-1,3,4-oxadiazol-2-yl)propyl)-3-azabicyclo[3.1.0]hexane-3-sulfonamide